C(C)(C)(C)OC(=O)N1C[C@H](C[C@@H](C1)F)NC1CCCC=C1 (3S,5S)-3-[(5-cyclohexenyl)amino]-5-fluoropiperidine-1-carboxylic acid tert-butyl ester